NC=1C=2N(C3=CC(=C(C=C3N1)Cl)C(=O)O)C=NC2C 4-amino-7-chloro-3-methylimidazo[1,5-a]quinoxaline-8-carboxylic acid